oxaneric acid C(\C=C(\O)/CCC=C(C)C)(=O)O